1,1-bis(4-hydroxyphenyl)-3,7-dimethyloctane OC1=CC=C(C=C1)C(CC(CCCC(C)C)C)C1=CC=C(C=C1)O